1-({(5s,7s)-3-[2,6-bis(methoxy)-3-pyridinyl]-7-methyl-2-oxo-1-oxa-3-azaspiro[4.5]dec-7-yl}methyl)-1H-benzimidazole-6-carbonitrile COC1=NC(=CC=C1N1C(O[C@]2(C1)C[C@@](CCC2)(C)CN2C=NC1=C2C=C(C=C1)C#N)=O)OC